C[C@@H]1[C@@H](COC1)N |r| Racemic-(3S,4R)-4-methyltetrahydrofuran-3-amine